O[C@H]1C[C@H]2[C@H]([C@H]([C@H]3[C@@H]4CC[C@H]([C@@H](CCC(=O)O)C)[C@]4([C@H](C[C@@H]3[C@]2(CC1)C)O)C)O)CC 3α,7α,12α-trihydroxy-6α-ethyl-5β-cholan-24-oic acid